C(C1=CC=CC=C1)OC(=O)N1CCC(CC1)S(=O)(=O)N 1-(Benzyloxycarbonyl)-4-piperidinesulfonamide